perfluoro(4-methyl-1,3-dioxol) FC1(OC(=C(O1)C(F)(F)F)F)F